5-((1-(fluoromethyl)cyclopropyl)ethynyl)-3,4-dihydroquinolin FCC1(CC1)C#CC1=C2CCC=NC2=CC=C1